5-((5-Chloro-3-(2,2-difluoroethoxy)pyridin-2-yl)oxy)-N-(4-methyl-1,1-dioxidotetrahydro-2H-thiopyran-4-yl)thiazolo[5,4-b]pyridine-2-carboxamide ClC=1C=C(C(=NC1)OC1=CC=C2C(=N1)SC(=N2)C(=O)NC2(CCS(CC2)(=O)=O)C)OCC(F)F